FC=1C(=C(C=CC1F)C1C(OC(C1C)(C(F)(F)F)C)C(=O)NC=1C(=NN(C1)C(F)F)C)C=C 3-(3,4-difluoro-2-vinylphenyl)-N-(1-(difluoromethyl)-3-methyl-1H-pyrazol-4-yl)-4,5-dimethyl-5-(trifluoromethyl)tetrahydrofuran-2-carboxamide